ClC1=CC=C2C(=CNC2=C1N1N=CC=C1)S(=O)(=O)Cl 6-chloro-7-(1H-pyrazol-1-yl)-1H-indole-3-sulfonyl chloride